OCCN(CCCNC(C(CCSCCC(=O)OCCCCCCCCCCCCCC)NC(C(CCCCCCCC)CCCCCC)=O)=O)CCO tetradecyl 3-((4-((3-(bis(2-hydroxyethyl)amino)propyl)amino)-3-(2-hexyldecanamido)-4-oxobutyl)thio)propanoate